NC1=NC=CC(=C1Cl)SC=1N=CC(=NC1C)N1CCC2(CCC[C@H]2N[S@](=O)C(C)(C)C)CC1 (R)-N-((R)-8-(5-((2-amino-3-chloropyridin-4-yl)thio)-6-methylpyrazin-2-yl)-8-azaspiro[4.5]dec-1-yl)-2-methylpropan-2-sulfinamide